(S)-6-methyl-4-(((trifluoromethyl)sulfonyl)oxy)-3,6-dihydropyridine-1(2H)-carboxylic acid tert-butyl ester C(C)(C)(C)OC(=O)N1CCC(=C[C@@H]1C)OS(=O)(=O)C(F)(F)F